1-(3-Methoxythiophene-2-yl)-N-((9-(pyridin-2-yl)-6-oxaspiro[4.5]decan-9-yl)methyl)methylamine COC1=C(SC=C1)CNCC1(CCOC2(CCCC2)C1)C1=NC=CC=C1